4-(2,5-dioxotetrahydrofuran-3-yl)-7-methyl-1,2,3,4-tetrahydronaphthalene-1,2-dicarboxylic acid O=C1OC(CC1C1CC(C(C2=CC(=CC=C12)C)C(=O)O)C(=O)O)=O